3-(3-bromophenyl)-3-(4-methyl-4H-1,2,4-triazol-3-yl)thietane 1-oxide BrC=1C=C(C=CC1)C1(CS(C1)=O)C1=NN=CN1C